N1CC(C1)C(O)(C1=CC=C(C=C1)F)C1=CC=C(C=C1)F azetidin-3-yl-bis(4-fluorophenyl)methanol